OC1=C(C=C(CN2C(=NC=3C2=NC=C(C3)I)NC(OCC)=O)C=C1)OC Ethyl (3-(4-hydroxy-3-methoxybenzyl)-6-iodo-3H-imidazo[4,5-b]pyridin-2-yl)carbamate